ClCC1=NOC(=C1)C=1C(=NC=CC1)N(C(=O)OC(C)(C)C)C(=O)OC(C)(C)C di-tert-butyl [3-(3-chloromethyl-1,2-oxazol-5-yl)pyridin-2-yl]imidodicarbonate